CN(CCCOC1=C(C=C(C=C1)NC(=O)NC1=CC=C(C=C1)OC)C=1N(N=CC1)C)C 1-[4-(3-Dimethylamino-propoxy)-3-(2-methyl-2H-pyrazol-3-yl)-phenyl]-3-(4-methoxy-phenyl)-urea